Methyl-1-((3-amino-6-bromo-5-fluoropyridin-2-yl)methyl)-4-(4-cyanophenyl)-1H-pyrrole-2-carboxylate COC(=O)C=1N(C=C(C1)C1=CC=C(C=C1)C#N)CC1=NC(=C(C=C1N)F)Br